3-(6-chloro-7-fluoro-3-(1H-imidazol-1-yl)-5-methoxy-1-methyl-1H-indol-2-yl)-N-(2-hydroxyethyl)-N-methyl-1H-1,2,4-triazole-5-carboxamide ClC1=C(C=C2C(=C(N(C2=C1F)C)C1=NNC(=N1)C(=O)N(C)CCO)N1C=NC=C1)OC